3-[2-oxo-7-(4-piperidyl)-1,3-benzoxazol-3-yl]piperidine-2,6-dione O=C1OC2=C(N1C1C(NC(CC1)=O)=O)C=CC=C2C2CCNCC2